ClC=1C=C(C=CC1F)C(C=1NC(=CN1)S(=O)(=O)NC1CC1)C1=CC(=C(C=C1)F)Cl 2-(bis(3-chloro-4-fluorophenyl)methyl)-N-cyclopropyl-1H-imidazole-5-sulfonamide